2,4-diethylimidazole C(C)C=1NC=C(N1)CC